C(C(=C)C)(=O)OP(=O)=C(O)C[N+](C)(C)C methacryloxyphosphorylcholine